CN(\C=C\C1=CC(=NC=C1[N+](=O)[O-])C(C)(C)S(=O)(=O)C)C (E)-N,N-dimethyl-2-(2-(2-(methylsulfonyl)propan-2-yl)-5-nitropyridin-4-yl)ethene-1-amine